(8R,9R,10S)-9-(4-bromophenyl)-3-(hydroxymethyl)-N-(4-methoxyphenyl)-10-(trityloxymethyl)-1,6-diazabicyclo[6.2.0]decane-6-carboxamide BrC1=CC=C(C=C1)[C@@H]1[C@@H]2CN(CCC(CN2[C@@H]1COC(C1=CC=CC=C1)(C1=CC=CC=C1)C1=CC=CC=C1)CO)C(=O)NC1=CC=C(C=C1)OC